N-(5-Aminopentyl)-5-chloro-2-naphthalenesulfonamide NCCCCCNS(=O)(=O)C1=CC2=CC=CC(=C2C=C1)Cl